N-(4,4-difluoro-6,7-dihydro-5H-pyrazolo[1,5-a]pyridin-2-yl)-3-[2-(5-methoxy-3-pyridyl)ethynyl]-4-methyl-benzamide FC1(C=2N(CCC1)N=C(C2)NC(C2=CC(=C(C=C2)C)C#CC=2C=NC=C(C2)OC)=O)F